5,7-dichloro-2-methyl-imidazo[1,2-a]pyrimidine ClC1=CC(=NC=2N1C=C(N2)C)Cl